ClC=1C=2C(N=CN1)=NNC2 4-chloro-2H-pyrazolo[3,4-d]Pyrimidine